CN1C=CC=2C1=NC(=CC2CN2CC1CCC(C2)N1C)C=1C=C2CN(C(C2=CC1)=O)C1C(NC(CC1)=O)=O 3-(5-(1-methyl-4-((8-methyl-3,8-diazabicyclo[3.2.1]oct-3-yl)methyl)-1H-pyrrolo[2,3-b]pyridin-6-yl)-1-oxoisoindolin-2-yl)piperidine-2,6-dione